1-(trifluoromethoxymethyl)cyclopropane-1-carboxamide FC(OCC1(CC1)C(=O)N)(F)F